OC=1C(=NC=C(C1)C1=CN=C(S1)C)C(=O)NCC(C(=O)O)(C)C 3-(3-Hydroxy-5-(2-methylthiazol-5-yl)pyridinecarboxamido)-2,2-dimethylpropionic acid